N-(5-{[(1S,2S)-2-hydroxycyclohexyl]carbamoyl}-2-methylphenyl)-5-[(1-methylcyclopropyl)methoxy]pyridine-3-carboxamide O[C@@H]1[C@H](CCCC1)NC(=O)C=1C=CC(=C(C1)NC(=O)C=1C=NC=C(C1)OCC1(CC1)C)C